1-(1-(4-iodo-2-(methylsulfonyl)phenyl)piperidin-4-yl)-4-methyl-Piperazine IC1=CC(=C(C=C1)N1CCC(CC1)N1CCN(CC1)C)S(=O)(=O)C